ethyl 2-[7-[[4-fluoro-3-methyl-1-(p-tolylsulfonyl)indazol-6-yl]amino]-1-oxo-isoindolin-2-yl]acetate FC1=C2C(=NN(C2=CC(=C1)NC=1C=CC=C2CN(C(C12)=O)CC(=O)OCC)S(=O)(=O)C1=CC=C(C=C1)C)C